r-azobis(cyclohexane-1-carbonitrile) N(=NC1(CCCCC1)C#N)C1(CCCCC1)C#N